C12C(CCC3=CC=CC=C13)O2 1,2-epoxy-1,2,3,4-tetrahydronaphthalene